CC1=NC(=CC=C1C=1C(=CC2=C(OCCC3=C2SC=C3)C1)C=O)CC[Si](C)(C)C 2-methyl-6-(2-(trimethylsilyl)ethyl)3-(9-formyl-4,5-dihydrobenzo[b]thieno[2,3-d]oxepin-8-yl)pyridine